BrC=1C=C(C=2C=NN(C2C1)C)C(=O)OCC(=O)C1=CC(=NN1CC)C 2-(1-ethyl-3-methyl-1H-pyrazol-5-yl)-2-oxoethyl 6-bromo-1-methyl-1H-indazole-4-carboxylate